CC(=CCC=1C(=C(C(=CC1O)CCCCC)S(=O)(=O)NC(C1=CN=CC=C1)=O)O)CCC=C(C)C N-((3-(3,7-dimethylocta-2,6-dien-1-yl)-2,4-dihydroxy-6-pentylphenyl)sulfonyl)nicotinamide